isooctyl acrylate (2-ethylhexylacrylate) C(C)C(CC(C(=O)O)=C)CCCC.C(C=C)(=O)OCCCCCC(C)C